d-epsilon-aminolysine NC(CCC[C@@H](N)C(=O)O)N